2-(2-bromoethoxy) propane-2-carboxylate CC(C)C(=O)OOCCBr